C1(CC1)C(CNC(=O)C1=C(N=C(S1)C1=NC=CC=N1)C)(O)C1=NC(=CC(=C1)C(C)(C)NC(OCC1=CC=CC=C1)=O)C1=CC=C(C=C1)F benzyl (2-(2-(1-cyclopropyl-1-hydroxy-2-(4-methyl-2-(pyrimidin-2-yl)thiazole-5-carboxamido)ethyl)-6-(4-fluorophenyl)pyridin-4-yl)propan-2-yl)carbamate